(3-(aminoethyl)-4-methyl-1H-pyrazol-1-yl)-2-trifluoromethyl-benzonitrile NCCC1=NN(C=C1C)C=1C(=C(C#N)C=CC1)C(F)(F)F